C[C@@H]1CNS(C2=C(O1)C=C(C=C2)OCCOC2CCN(CC2)C(=O)OC(C)(C)C)(=O)=O tert-butyl 4-[2-[[(4R)-4-methyl-1,1-dioxo-3,4-dihydro-2H-5,1,2-benzoxathiazepin-7-yl]oxy]ethoxy]piperidine-1-carboxylate